6-(2-chloro-6,7-dihydro-5H-cyclopenta[b]pyridin-5-yl)-2-oxa-6-azaspiro[3.3]heptane ClC1=CC=C2C(=N1)CCC2N2CC1(COC1)C2